N1=CCC2=C(C=CC=C12)NC1=C(C=NC=C1C#N)C=CC1=CC=CC=C1 4-(3H-indol-4-ylamino)-5-styrylnicotinonitrile